5-Bromo-2-benzofuran-1(3H)-one BrC1=CC2=C(C(OC2)=O)C=C1